1-(2-methoxypyridin-4-yl)-3-methyl-4-(((3s,5r)-3-methyl-5-(4-methyl-1-oxo-1,3-dihydroisobenzofuran-5-yl)piperazin-1-yl)methyl)-1,3-dihydro-2H-imidazol-2-one COC1=NC=CC(=C1)N1C(N(C(=C1)CN1C[C@@H](N[C@@H](C1)C=1C(=C2COC(C2=CC1)=O)C)C)C)=O